2-(chloromethyl)-4-(difluoromethoxy)-1-((1-(fluoromethyl)cyclopropyl)methyl)-1H-benzo[d]imidazole-6-carboxylic acid methyl ester COC(=O)C=1C=C(C2=C(N(C(=N2)CCl)CC2(CC2)CF)C1)OC(F)F